CC(C[C@@H](C(NS(=O)C=1SC=CC1)=O)NC(OC(C)(C)C)=O)C tert-butyl ((2S)-4-methyl-1-oxo-1-((thiophen-2-ylsulfinyl)amino)pentan-2-yl)carbamate